ClC1=C(N=C(C(=N1)C(=O)OC)NC=1C(=NN(C1)C1(CC1)C#N)C)C1CC1 Methyl 6-chloro-3-[[1-(1-cyanocyclopropyl)-3-methyl-pyrazol-4-yl]amino]-5-cyclopropyl-pyrazine-2-carboxylate